(Z)-4-(1,4,4,4-tetrafluoro-3-(3,4,5-trichlorophenyl)but-1-en-1-yl)-2-(trifluoromethyl)benzoic acid F\C(=C/C(C(F)(F)F)C1=CC(=C(C(=C1)Cl)Cl)Cl)\C1=CC(=C(C(=O)O)C=C1)C(F)(F)F